C(C)OC(C(C)(C)OC1=C(C=C(C=C1C)CN1CCN(CC1)CC1=CC=C(C=C1)C(F)(F)F)C)=O 2-(2,6-dimethyl-4-((4-(4-(trifluoromethyl)benzyl)piperazin-1-yl)methyl)phenoxy)-2-methylpropanoic acid ethyl ester